rac-dimethylsilyl-bis(2-methyl-4-carbazolylindenyl)zirconium dichloride [Cl-].[Cl-].C[SiH](C)[Zr+2](C1C(=CC2=C(C=CC=C12)C1=CC=CC=2C3=CC=CC=C3NC12)C)C1C(=CC2=C(C=CC=C12)C1=CC=CC=2C3=CC=CC=C3NC12)C